ClC=1C=C2C=C(NC2=CC1C1=NC=C(N=C1)OC)CNC([C@@H](CC)O)=O N-{[5-chloro-6-(5-methoxy-2-pyrazinyl)-2-indolyl]methyl}(R)-2-hydroxybutyramide